C(C)(C)(C)OC(N(C)CC=1C(=C2C=CC=NC2=C(C1)C1=CC=C(C=C1)OC(F)(F)F)C(CO)O)=O tert-Butyl-N-[[5-(1,2-dihydroxyethyl)-8-[4-(trifluoromethoxy)phenyl]-6-quinolyl]methyl]N-methyl-carbamate